NC1=NC=C(C2=CC=CC=C12)N1N=CC(=C1C(F)(F)F)C(=O)NC=1C=NC(=C(C1)C#N)N1N=CC=N1 1-(1-aminoisoquinolin-4-yl)-N-(5-cyano-6-(2H-1,2,3-triazol-2-yl)pyridin-3-yl)-5-(trifluoromethyl)-1H-pyrazole-4-carboxamide